C1(CCCC1)CC#CC1=CC=C(C=C1)C1=NNC(O1)=S 5-(4-(3-cyclopentylprop-1-yn-1-yl)phenyl)-1,3,4-oxadiazole-2(3H)-thione